Europium(II) iodide [I-].[Eu+2].[I-]